N-methylglycine hydrochloride Cl.CNCC(=O)O